acryloyloxypropyl-N,N-diethylammonium C(C=C)(=O)OCCC[NH+](CC)CC